C(N)(=O)C=1C(=NC=CC1)NC(=O)C12CN(C(C1)C2)C(=O)OC(C)(C)C tert-butyl 4-((3-carbamoyl pyridin-2-yl) carbamoyl)-2-azabicyclo[2.1.1]hexane-2-carboxylate